3-(2-chloro-5-methoxypyrimidin-4-yl)-1H-indole ClC1=NC=C(C(=N1)C1=CNC2=CC=CC=C12)OC